3-(2-aminoethyl)-2-hydroxy-4H-chromone NCCC1=C(OC2=CC=CC=C2C1=O)O